2,4-diamino-trichloromethyltriazine NN1NC=C(C(=N1)N)C(Cl)(Cl)Cl